N1(C(C1)CCCCCCC1N(C1)C(=O)N)C(=O)N hexamethylenebis(1-aziridinecarboxamide)